(1R,2S,5R)-1-amino-2-(((S)-2-amino-5-guanidinopentanamido)methyl)-5-(2-boronoethyl)cyclohexane-1-carboxylic acid N[C@]1([C@@H](CC[C@H](C1)CCB(O)O)CNC([C@H](CCCNC(=N)N)N)=O)C(=O)O